[Na+].NC1=CC(=CC2=CC(=CC(=C12)O)S(=O)(=O)O)S(=O)(=O)[O-] 4-amino-5-hydroxy-2,7-naphthalenedisulfonic acid monosodium salt